FC1(CCNCCC1)F 4,4-difluoroazepan